7-((tert-Butoxycarbonyl)amino)-6-methylpyrazolo[5,1-b]thiazole-3-carboxylic acid C(C)(C)(C)OC(=O)NC=1C(=NN2C1SC=C2C(=O)O)C